CN(C1=C2N(C(C=C1CC1=CC=CC3=CC=CC=C13)=O)C(=C(S2)C2=CC(=C(C=C2)OCCCC(C)C)C)C(=O)O)C 8-(dimethylamino)-2-(3-methyl-4-((4-methylpentyl)oxy)phenyl)-7-(naphthalen-1-ylmethyl)-5-oxo-thiazolo[3,2-a]pyridine-3-carboxylic acid